(Z)-6-(2,6-dioxopiperidin-3-yl)-2-(4-(5-(4-(1-(4-hydroxyphenyl)-2-phenylbut-1-en-1-yl)phenoxy)pentyl)piperazin-1-yl)-5H-pyrrolo[3,4-b]pyrazine-5,7(6H)-dione O=C1NC(CCC1N1C(C2=NC(=CN=C2C1=O)N1CCN(CC1)CCCCCOC1=CC=C(C=C1)\C(=C(\CC)/C1=CC=CC=C1)\C1=CC=C(C=C1)O)=O)=O